C(C)(C)(C)OC(CCCC12CC3CC(CC(C1)C3)C2)=O 4-((1S,3R,5S)-adamantan-1-yl)butyric acid tert-butyl ester